FC1=C(C=C(C(=C1)C)C=1C=C(C=2N(C1)C=CN2)N2CCOCC2)NC(=O)C=2C1=C(N=CC2)N(C=C1)C(C)C N-{2-Fluoro-4-methyl-5-[8-(morpholin-4-yl)imidazo[1,2-a]pyridin-6-yl]phenyl}-1-isopropylpyrrolo[2,3-b]pyridine-4-carboxamid